C(C)(C)(C)OC(=O)N1CC(CCC1)(C(C(F)F)F)N 3-amino-3-(1,2,2-trifluoroethyl)piperidine-1-carboxylic acid tert-butyl ester